2,2-Bis[[3-(dodecylthio)-1-oxopropoxy]methyl]propane-1,3-diyl bis[3-(dodecylthio)propionate] C(CCCCCCCCCCC)SCCC(=O)OCC(COC(CCSCCCCCCCCCCCC)=O)(COC(CCSCCCCCCCCCCCC)=O)COC(CCSCCCCCCCCCCCC)=O